2-(2-(2-azidoethoxy)ethoxy)ethylamine N(=[N+]=[N-])CCOCCOCCN